COCC[O-].[Y+3].COCC[O-].COCC[O-] yttrium 2-methoxyethoxide